FC1CC2=CC=3CCC(C3C=C2C1)C 2-fluoro-5-methyl-1,2,3,5,6,7-hexahydro-s-indacen